2-(3-methoxyphenyl)-5-methyl-4-(pyridin-3-yl)-1H-pyrrole-3-carboxylic acid COC=1C=C(C=CC1)C=1NC(=C(C1C(=O)O)C=1C=NC=CC1)C